COC1=CC=C(C=N1)CNC1C(CCCC1)OC=1C=C2CN(C(C2=CC1)=O)C1C(NC(CC1)=O)=O 3-(5-((2-(((6-methoxypyridin-3-yl)methyl)amino)cyclohexyl)oxy)-1-oxoisoindolin-2-yl)piperidine-2,6-dione